butylene glycol diheptanoate C(CCCCCC)(=O)OCCCCOC(CCCCCC)=O